[1,4]Diazepine-2-carboxylic acid tert-butyl ester C(C)(C)(C)OC(=O)C=1NC=CC=NC1